CNC=1C=2N(C(=CC1)C(F)(F)F)N=CN2 N-methyl-5-(trifluoromethyl)-[1,2,4]triazolo[1,5-a]pyridin-8-amine